O1CC(C1)N1C(N(CC1)C1CNCCC1)=O (Oxetan-3-yl)-3-(piperidin-3-yl)imidazolin-2-one